(2-isopropyl-4-methylpyridin-3-yl)boronic acid C(C)(C)C1=NC=CC(=C1B(O)O)C